ClC1=CC(=C(C=C1)C1=NC(=CC=2N=C(N(C(C21)=O)C)C)N2C[C@H](CC2)C(F)F)F (S)-5-(4-chloro-2-fluorophenyl)-7-(3-(difluoromethyl)pyrrolidin-1-yl)-2,3-dimethylpyrido[4,3-d]pyrimidin-4(3H)-one